[Pt].C(C=C)(=O)OCCCCCCCCCCC[Si](Cl)(C)C acryloyloxyundecyl-dimethyl-monochlorosilane Platinum